4-(ethoxymethyl)-2-fluoro-6-methoxybenzonitrile C(C)OCC1=CC(=C(C#N)C(=C1)OC)F